di(diisooctylphosphoryloxy)aluminum C(CCCCC(C)C)P(=O)(CCCCCC(C)C)O[Al]OP(=O)(CCCCCC(C)C)CCCCCC(C)C